7-cyclopentyl-N8-phenyl-N2-(4-(piperazin-1-yl)phenyl)-7H-purine-2,8-diamine C1(CCCC1)N1C(=NC2=NC(=NC=C12)NC1=CC=C(C=C1)N1CCNCC1)NC1=CC=CC=C1